C(#N)C1=C(N=C(S1)N(C1=C(N=C2N1C=C(C=C2)C=2C=NC(=NC2)N2CCC(CC2)NC(=O)C2CN(C2)C(=O)OC(C)(C)C)CC)C)C2=CC=C(C=C2)F tert-butyl 3-((1-(5-(3-((5-cyano-4-(4-fluorophenyl)thiazol-2-yl)(methyl)amino)-2-ethylimidazo[1,2-a]pyridin-6-yl)pyrimidin-2-yl)piperidin-4-yl)carbamoyl)azetidine-1-carboxylate